(S)-3-(2-(4-(4-ethoxy-6-oxo-1,6-dihydropyridin-3-yl)-2-fluorophenyl)acetylamino)-N-(2-(3-methylpyrrolidin-1-yl)ethyl)-5-(trifluoromethyl)benzamide chromium octanate C(CCCCCCC)(=O)[O-].[Cr+3].C(C)OC=1C(=CNC(C1)=O)C1=CC(=C(C=C1)CC(=O)NC=1C=C(C(=O)NCCN2C[C@H](CC2)C)C=C(C1)C(F)(F)F)F.C(CCCCCCC)(=O)[O-].C(CCCCCCC)(=O)[O-]